C(C)C=1C=CC(=NC1)C(=O)NC1=CC=C2C(=CC(OC2=C1)=O)C 5-ethyl-N-(4-methyl-2-oxo-2H-chromen-7-yl)picolinamide